cyclopenta[3,4]cyclobutane C1CC2C1=CC=C2